4-chlorophenyl glycidyl ether C(C1CO1)OC1=CC=C(C=C1)Cl